3-(chloromethyl)-2-(difluoromethyl)-5-(4-fluoro-3-methylphenyl)pyridine hydrochloride Cl.ClCC=1C(=NC=C(C1)C1=CC(=C(C=C1)F)C)C(F)F